CC(C(=O)OCC(C)(N=C=O)C1=CC(=C(C=C1)Cl)Cl)(C)C 2-(3,4-dichlorophenyl)-2-isocyanatopropyl 2,2-dimethylpropanoate